C1(NC(C2=CC=CC=C12)=N)=N isoindoline-1,3-diimine